3-benzyl-1-(trans-4-((5-cyano-(3-hydroxypyrrolidin-1-yl)pyrimidin-2-yl)amino)cyclohexyl)-1-(5-(1-methyl-1H-pyrazol-4-yl)pyridin-2-yl)-urea C(C1=CC=CC=C1)NC(N(C1=NC=C(C=C1)C=1C=NN(C1)C)[C@@H]1CC[C@H](CC1)NC1=NC=C(C(=N1)N1CC(CC1)O)C#N)=O